CC1(COCCC1=O)NC(OC(C)(C)C)=O Tert-butyl (3-methyl-4-oxotetrahydro-2H-pyran-3-yl)carbamate